(Z)-1-(3-(3-(3-Chloro-4-fluorophenyl)-4-oxo-3,4-dihydrophthalazin-1-yl)phenyl)-N-isopropyl-methanimine oxide ClC=1C=C(C=CC1F)N1N=C(C2=CC=CC=C2C1=O)C=1C=C(C=CC1)\C=[N+](\C(C)C)/[O-]